4-(4-Methoxy-3-nitro-phenoxy)-2-methylbenzonitrile COC1=C(C=C(OC2=CC(=C(C#N)C=C2)C)C=C1)[N+](=O)[O-]